N-(4-chloro-3-(3-fluoro-1H-1,2,4-triazol-1-yl)phenyl)-1,1-diphenylmethanimine ClC1=C(C=C(C=C1)N=C(C1=CC=CC=C1)C1=CC=CC=C1)N1N=C(N=C1)F